C(#N)C=1C=CC=C2CCN(C12)C(=O)N1C[C@H](N(CC1)C=1C(=NC(=CC1)C1=C(C=CC=C1)OCC)C(=O)N[C@H]1CN(CC1)C)CC 3-[(2R)-4-(7-cyano-2,3-dihydro-1H-indole-1-carbonyl)-2-ethylpiperazin-1-yl]-6-(2-ethoxyphenyl)-N-[(3R)-1-methylpyrrolidin-3-yl]pyridine-2-carboxamide